7-chloro-5-(2-ethoxypyridin-3-yl)-1-isopropyl-3-vinyl-1H-pyrazolo[4,3-b]pyridine ClC1=C2C(=NC(=C1)C=1C(=NC=CC1)OCC)C(=NN2C(C)C)C=C